6-{8-fluoro-2-methylimidazo[1,2-a]pyridin-6-yl}-2-[(3S)-piperidin-3-yl]isoquinolin-1-one FC=1C=2N(C=C(C1)C=1C=C3C=CN(C(C3=CC1)=O)[C@@H]1CNCCC1)C=C(N2)C